C(O)(O)=O.C(C1=CC=CC=C1)N(C(=O)C=1C(=NC(=NC1)C1=CC(=C(C(=C1)OC)OC)OC)NC1=CC=CC=C1)C/C=C/C (E)-4-(N-benzyl-4-anilino-2-(3,4,5-trimethoxyphenyl)pyrimidine-5-carboxamido)-2-butene carbonate